4-Methoxy-3-methyl-benzoic acid [(2R)-3-(3-ethyl-4-oxo-spiro[6,8-dihydro-5H-pyrazolo[4,3-c]azepin-7,4'-tetrahydropyran]-1-yl)-2-methyl-propyl] ester C(C)C1=NN(C2=C1C(NCC1(CCOCC1)C2)=O)C[C@H](COC(C2=CC(=C(C=C2)OC)C)=O)C